NC=1C=C(C(=C(C1)C1=C(C=2N=C(N=C(C2C=N1)N1C[C@@](CCC1)(O)C)OC[C@]12CCCN2C[C@@H](C1)F)F)C(F)(F)F)Cl (R)-1-(7-(5-amino-3-chloro-2-(trifluoromethyl)phenyl)-8-fluoro-2-(((2R,7aS)-2-fluorotetrahydro-1H-pyrrolizin-7a(5H)-yl)methoxy)pyrido[4,3-d]pyrimidin-4-yl)-3-methylpiperidin-3-ol